3-toluenesulfonyl-cyclohexane C(C1=CC=CC=C1)S(=O)(=O)C1CCCCC1